CN(C(CCCN1N=C(C=C(C1=O)C(=O)O)C)=O)C 2-[4-(dimethylamino)-4-oxo-butyl]-6-methyl-3-oxo-pyridazine-4-carboxylic acid